C1=CC(=C(C=C1O)C(=O)O)[O-] The molecule is a dihydroxybenzoate that is the conjugate base of 2,5-dihydroxybenzoic acid; major species at pH 7.3. It has a role as a human metabolite and a fungal metabolite. It is a conjugate base of a 2,5-dihydroxybenzoic acid.